C(C)(C)(C)N(C(O)=O)C1=CC=C(C=C1)CC1=CC(=CC=C1)C(N)=O.[N+](=O)([O-])C1=CC=C(OC2=CC=C(C=C2)C2=CC=C(C=C2)OC2=CC=C(C=C2)[N+](=O)[O-])C=C1 4,4'-bis-(4-nitrophenoxy)biphenyl tert-Butyl-(4-(3-Carbamoylbenzyl)phenyl)carbamate